3,6-Dioxasuberic acid C(COCCOCC(=O)O)(=O)O